5-{4-[(7-ethyl-6-oxo-5H-1,5-naphthyridin-3-yl)methyl]piperazin-1-yl}pyridine-2-carboxylic acid C(C)C=1C(NC=2C=C(C=NC2C1)CN1CCN(CC1)C=1C=CC(=NC1)C(=O)O)=O